C(=O)(OC(C)(C)C)NCCCCC(=O)O 5-(Boc-amino)pentanoic acid